3-(7,7-difluoro-3-((2-phenylprop-2-yl)carbamoyl)-4,5,6,7-tetrahydro-1H-indazol-1-yl)pyrazine 1-oxide FC1(CCCC=2C(=NN(C12)C=1C=[N+](C=CN1)[O-])C(NC(C)(C)C1=CC=CC=C1)=O)F